ClCC1=C(C=CC=C1)C1OCCCC1 (2-(chloromethyl)phenyl)-tetrahydro-2H-pyran